N1=C(N=CC=C1)N 2-pyrimidinylamine